BrC1=NC=C(C(=N1)C1=C(C=C(C=C1C)F)F)C 2-bromo-4-(2,4-difluoro-6-methylphenyl)-5-methylpyrimidine